benzo[4,5]silolo[3,2-b]pyridine N1=C2C(=CC=C1)[SiH2]C1=C2C=CC=C1